C(C)(C)(C)C1=C2C=CC=NC2=C(C(=C1)C(C=1C=C(C(=O)NCCCCCCCNC2=C3CN(C(C3=CC=C2)=O)C2C(NC(CC2)=O)=O)C=CC1)NC(CCC)=O)O 3-((5-(tert-butyl)-8-hydroxyquinolin-7-yl)(butyramido)-methyl)-N-(7-((2-(2,6-dioxopiperidin-3-yl)-1-oxoisoindolin-4-yl)amino)-heptyl)benzamide